6-(3,6-dihydro-2H-pyran-4-yl)-8-hydroxy-1-methyl-quinoxalin-2-one O1CCC(=CC1)C=1C=C2N=CC(N(C2=C(C1)O)C)=O